N1(CCCC1)C=1C(=NC=CC1)N1S(C2=C(C1)C(=CC=C2)F)(=O)=O N-(3-(pyrrolidin-1-yl)pyridin-2-yl)-4-fluorobenzo[d]isothiazol-1,1-dioxide